BrC=1C=C2C=NN(C2=CC1F)C1=CC(=C(C(=C1)OCOC)F)F 5-Bromo-1-(3,4-difluoro-5-(methoxymethoxy)phenyl)-6-fluoro-1H-indazole